ClC1=CC=C(C2=C1C=C(O2)F)COC=2C=C(C=CC2)C=2CCC(CC2)CC2=NC1=C(N2C[C@H]2OCC2)C=C(C=C1)C(=O)OC methyl 2-((3'-((4-chloro-2-fluorobenzofuran-7-yl) methoxy)-2,3,4,5-tetrahydro-[1,1'-biphenyl]-4-yl) methyl)-1-(((S)-oxetan-2-yl) methyl)-1H-benzo[d]imidazole-6-carboxylate